N,N-diphenyl-trinitrophenyl-hydrazine C1(=CC=CC=C1)N(NC1=C(C(=C(C=C1)[N+](=O)[O-])[N+](=O)[O-])[N+](=O)[O-])C1=CC=CC=C1